FC1=C(C(=CC=C1)F)NC(C(=O)NC(C(=O)N[C@@H](CCC(=O)OCC1=CC=CC=C1)C(COC1=C(C(=CC(=C1F)F)F)F)=O)(C)C)=O Benzyl (S)-4-(2-(2-((2,6-difluorophenyl)amino)-2-oxoacetamido)-2-methylpropanamido)-5-oxo-6-(2,3,5,6-tetrafluorophenoxy)hexanoate